C1(CCCCC1)N(S(=O)(=O)C1=C(C=CC=C1)NC(C1=C(C=CC=C1F)F)=O)C N-(2-(N-cyclohexyl-N-methylsulfamoyl)phenyl)-2,6-difluorobenzamide